C1(=CC=CC=C1)[C@@H]1N=C(OC1)[C-]1C(=CC=C1)P(C1=CC=CC=C1)C1=CC=CC=C1.[CH-]1C=CC=C1.[Fe+2] (2S)-1-[(4S)-4,5-dihydro-4-phenyl-2-oxazolyl]-2-(diphenylphosphino)ferrocene